2-((4-ethynyl-2-fluorophenyl)amino)-N-(2-hydroxyethoxy)thieno[2,3-b]pyridine-3-carboxamide C(#C)C1=CC(=C(C=C1)NC1=C(C=2C(=NC=CC2)S1)C(=O)NOCCO)F